2,2-diethoxy-1-(2-ethoxycarbonyl)ethyl-1-aza-2-silacyclopentane C(C)OC(C(C(=O)OCC)N1[SiH2]CCC1)OCC